(2,4-dimethoxybenzyl)-5-nitro-2-[5-(trifluoromethyl)-1,3,4-oxadiazol-2-yl]benzene-sulphonamide COC1=C(CC=2C(=C(C=C(C2)[N+](=O)[O-])S(=O)(=O)N)C=2OC(=NN2)C(F)(F)F)C=CC(=C1)OC